3-(5-(6-(Hydroxymethyl)-2-azaspiro[3.3]heptan-2-yl)-1-oxoisoindolin-2-yl)piperidine-2,6-dione OCC1CC2(CN(C2)C=2C=C3CN(C(C3=CC2)=O)C2C(NC(CC2)=O)=O)C1